C[N+]1=CC=C(C=C1)C1=CC=[N+](C=C1)CCC 1-methyl-1'-propyl-4,4'-bipyridinium